1-(3-chlorophenyl)-2,3,4-triphenyl-9H-fluoren-9-one ClC=1C=C(C=CC1)C1=C(C(=C(C=2C3=CC=CC=C3C(C12)=O)C1=CC=CC=C1)C1=CC=CC=C1)C1=CC=CC=C1